FC1=C(C(=O)N2CCN(CC2)C2=NC=C(C#N)C=C2)C=C(C=C1)CC1=NNC(C2=CC=C(C=C12)CCC(F)(F)F)=O 6-(4-(2-fluoro-5-((4-oxo-7-(3,3,3-trifluoropropyl)-3,4-dihydrophthalazin-1-yl)methyl)benzoyl)piperazin-1-yl)nicotinonitrile